FC=1C=C2NC(C(NC2=C(C1C=1C=CC=C2C(=CNC12)C)F)=S)(C)C 6,8-difluoro-3,3-dimethyl-7-(3-methyl-1H-indol-7-yl)-3,4-dihydroquinoxaline-2(1H)-thione